4-(((1-(cyanoimino)-1-oxidohexahydro-1λ6-thiopyran-4-yl)methyl)amino)-3-nitrobenzenesulfonamide C(#N)N=S1(CCC(CC1)CNC1=C(C=C(C=C1)S(=O)(=O)N)[N+](=O)[O-])=O